1,1'-(5-methoxy-1,3-phenylene)diacetone thulium-Tin [Sn].[Tm].COC=1C=C(C=C(C1)CC(=O)C)CC(=O)C